4-(benzyl(methyl)amino)-2-hydroxybicyclo[2.2.2]octan C(C1=CC=CC=C1)N(C12CC(C(CC1)CC2)O)C